COC1=NC=CC(=C1)C1=NSC(=N1)[C@@H](C)N (1R)-1-[3-(2-methoxy-4-pyridyl)-1,2,4-thiadiazol-5-yl]ethanamine